BrC=1C=C(SC1)\C=C\1/OC2=C(C1=O)C=CC(=C2)OCC#N (Z)-2-((2-((4-bromothiophen-2-yl)methylene)-3-oxo-2,3-dihydrobenzofuran-6-yl)oxy)acetonitrile